methyl (Z)-3-((3-butyl-3-ethyl-7-(methylthio)-1,1-dioxido-5-phenyl-2,3,4,5-tetrahydro-1,5-benzothiazepin-8-yl)oxy)-2-fluoroacrylate C(CCC)C1(CS(C2=C(N(C1)C1=CC=CC=C1)C=C(C(=C2)O\C=C(\C(=O)OC)/F)SC)(=O)=O)CC